(3-((4-nitrophenoxy)methyl)phenyl)methanol [N+](=O)([O-])C1=CC=C(OCC=2C=C(C=CC2)CO)C=C1